C(C)C(C(=O)OCC(OC(C(CCCC)CC)=O)COC(C(CCCC)CC)=O)CCCC glycerol tris(ethyl hexanoate)